(±)-(Trans)-3-fluoro-1-methyl-4-(4-nitro-1H-pyrazol-1-yl)piperidine methyl-2-chloro-2,2-difluoro-acetate COC(C(F)(F)Cl)=O.F[C@@H]1CN(CC[C@H]1N1N=CC(=C1)[N+](=O)[O-])C |r|